N,N'-dipentyl-3,4,9,10-perylenetetracarboxylic acid diimide C(CCCC)N=C(O)C=1C=CC=2C3=CC=C(C=4C(=CC=C(C5=CC=C(C1C52)C(O)=NCCCCC)C43)C(=O)O)C(=O)O